O=C1NC(CCC1C1=CC(=C(C=C1)C1CCN(CC1)CCN1CCC(CC1)C=1N=C2N(C=C(C(=C2)OC(C)C)NC(=O)C2=NC(=CC=C2)C(F)(F)F)C1)F)=O N-[2-[1-[2-[4-[4-(2,6-dioxo-3-piperidinyl)-2-fluoro-phenyl]-1-piperidinyl]ethyl]-4-piperidinyl]-7-isopropoxy-imidazo[1,2-a]pyridin-6-yl]-6-(trifluoromethyl)pyridine-2-carboxamide